C(CCCCCC)C=1C=C(C=2C3=C(C(OC2C1)(C)C)C=CC(=C3)C)O 3-heptyl-6,6,9-trimethyl-6H-benzo[c]chromen-1-ol